mono-tert-butyl-eicosanediolate C(C)(C)(C)C(CCCCCCCCCCCCCCCCCCC)([O-])[O-]